F[P-](F)(F)(F)(F)F.CN(C)C(N(C)C)C1=C(C=CC=C1)N1N=[N+](C2=C1C=CC=C2)[O-] 3-[bis(dimethylamino)methylPhenyl]-3H-benzotriazole-1-oxide hexafluorophosphate